2-[(3R)-3-hydroxy-pyrrolidin-1-yl]-ethanesulfonic acid (4-{5-amino-6-[1-(2-chloro-3,6-difluoro-phenyl)-ethoxy]-pyrazin-2-yl}-phenyl)-amide NC=1N=CC(=NC1OC(C)C1=C(C(=CC=C1F)F)Cl)C1=CC=C(C=C1)NS(=O)(=O)CCN1C[C@@H](CC1)O